5-{2-[4-(1,2-Benzisoxazol-3-yl)piperidin-1-yl]ethyl}-3-bromo-1,5,6,7-tetrahydro-4H-pyrazolo[4,3-c]pyridin-4-one O1N=C(C2=C1C=CC=C2)C2CCN(CC2)CCN2C(C1=C(CC2)NN=C1Br)=O